C(C)N(CC(=NO)C1=CC=CC=C1)CCO 2-[ethyl(2-hydroxyethyl)amino]-1-phenylethanone oxime